The molecule is a fatty acid ester obtained by the formal condensation of egonol with propionic acid. It has been isolated from the fruits of Styrax agrestis. It has a role as a plant metabolite. It is a member of 1-benzofurans, an aromatic ether, a member of benzodioxoles and a fatty acid ester. It derives from a propionic acid and an egonol. It derives from a hydride of a 1-benzofuran. CCC(=O)OCCCC1=CC2=C(C(=C1)OC)OC(=C2)C3=CC4=C(C=C3)OCO4